NCC=1C=C2CNC(C2=CC1)=O 5-(aminomethyl)isoindolin-1-one